(Z)-3-((tert-butylamino)methylene)-2-(2-hydroxyphenyl)chroman-4-one C(C)(C)(C)N\C=C/1\C(OC2=CC=CC=C2C1=O)C1=C(C=CC=C1)O